NC1=NC(=NC(=C1)C)C=1C=C(C=C(C1)Cl)[C@@H]1COCCN1C(C=C)=O (R)-1-(3-(3-(4-amino-6-methylpyrimidin-2-yl)-5-chlorophenyl)morpholino)prop-2-en-1-one